(S)-2-(1-amino-1,3-dihydro-spiro[inden-2,4'-piperidin]-1'-yl)-5-(3-(2-amino-3-chloropyridin-4-yl)prop-1-yn-1-yl)-3-methylpyridin-4(3H)-one NC1C2=CC=CC=C2CC12CCN(CC2)C2=NC=C(C([C@H]2C)=O)C#CCC2=C(C(=NC=C2)N)Cl